1-((1r,4r)-4-(4-(2-(2-aminoethoxy)ethyl)piperazin-1-yl)cyclohexyl)-3-(4-phenoxyphenyl)-1H-pyrazolo[3,4-d]pyrimidin-4-amine NCCOCCN1CCN(CC1)C1CCC(CC1)N1N=C(C=2C1=NC=NC2N)C2=CC=C(C=C2)OC2=CC=CC=C2